O=C1NCC[C@@H]1N1C(C2=CC=CC=C2C1=O)=O (S)-2-(2-Oxopyrrolidin-3-yl)isoindoline-1,3-dione